N1(N=CC=C1)C1=CC=C(C=C1)C1=CC(=NN1)NC1=C(C=C(C=C1)NC(CCCl)=O)C N-(4-((5-(4-(1H-pyrazol-1-yl)phenyl)-1H-pyrazol-3-yl)amino)-3-methylphenyl)-3-chloropropanamid